C(C)(C)(C)OC(=O)N1C(=CC2=CC(=CC(=C12)[N+](=O)[O-])CCCO)C1=CC=CC=C1 5-(3-hydroxypropyl)-7-nitro-2-phenyl-1H-indole-1-carboxylic acid tert-butyl ester